ClC=1C=NNC(C1)=O 4-chloro-1H-pyridazin-6-one